C1(CC1)C1=C(N=C2SC3=C(N21)C=CC(=C3)C(=O)NCCCN3CCC(CC3)F)C3=CC=C(C=C3)[C@H]3OCCC3 (S)-3-cyclopropyl-N-(3-(4-fluoropiperidin-1-yl)propyl)-2-(4-(tetrahydrofuran-2-yl)phenyl)benzo[d]imidazo[2,1-b]thiazole-7-carboxamide